Tert-butyl (4-((4-decylphenyl)amino)-4-oxobutyl)(methyl)carbamate C(CCCCCCCCC)C1=CC=C(C=C1)NC(CCCN(C(OC(C)(C)C)=O)C)=O